O1C=COC2=NC=C(C=C21)S(=O)(=O)C2NCC1=C2CNC1 dioxino[2,3-b]pyridine-7-sulfonyl-1H,2H,3H,4H,5H,6H-pyrrolo[3,4-c]pyrrole